2-ethylhexyl 4,5-epoxycyclohexane-1,2-dicarboxylate C1(C(CC2C(C1)O2)C(=O)[O-])C(=O)OCC(CCCC)CC